tert-Butyl (endo)-5-((7-bromo-6-(2-cyanoethyl)-8-fluoro-3-(3-hydroxyprop-1-yn-1-yl)-2-(methylthio)quinolin-4-yl)amino)-2-azabicyclo[2.1.1]hexane-2-carboxylate BrC1=C(C=C2C(=C(C(=NC2=C1F)SC)C#CCO)NC1C2CN(C1C2)C(=O)OC(C)(C)C)CCC#N